N,N',N''-triallylaconitic acid triamide C(C=C)NC(C=C(C(=O)NCC=C)CC(=O)NCC=C)=O